NC=1C2=C(N=CN1)N(C=C2C2=CC=C(C=C2)OC2=CC=CC=C2)CC2N(CCC2)C(=O)\C(\C#N)=C\C(C)(C)N(C)C (E)-2-[2-[[4-amino-5-(4-phenoxyphenyl)pyrrolo[2,3-d]pyrimidin-7-yl]methyl]pyrrolidine-1-carbonyl]-4-(dimethylamino)-4-methylpent-2-enenitrile